(R)-4-(2-methyl-4-((1-(2-methyl-3-(trifluoromethyl)phenyl)ethyl)amino)-7-(oxetan-3-yloxy)pyrido[2,3-d]pyrimidin-6-yl)tetrahydro-2H-thiopyran 1,1-dioxide CC=1N=C(C2=C(N1)N=C(C(=C2)C2CCS(CC2)(=O)=O)OC2COC2)N[C@H](C)C2=C(C(=CC=C2)C(F)(F)F)C